pyrimidine-5-carboxylate hydrochloride Cl.N1=CN=CC(=C1)C(=O)O